1,5,9-Trimethyl-13-oxabicyclo[10.1.0]trideca-4,8-dien CC12CCC=C(CCC=C(CCC2O1)C)C